Methyl 6-ethyl-5-oxo-4,5-dihydrothiazolo[5,4-b]pyridine-2-carboxylate C(C)C1=CC2=C(NC1=O)SC(=N2)C(=O)OC